(S)-N-((S)-(3-chloro-4-fluorophenyl)(4-(difluoromethoxy)phenyl)methyl)-2-oxo-oxazolidine-5-carboxamide ClC=1C=C(C=CC1F)[C@@H](NC(=O)[C@@H]1CNC(O1)=O)C1=CC=C(C=C1)OC(F)F